C(=O)(O)C1=CC=C(C=C1)C(C)C1=CC=C(C=C1)C(=O)O 1,1-bis(4-carboxyphenyl)ethane